methyl 5-(4-(4-chlorophenyl) thiazol-2-yl)-1-(2,6-diethylphenyl)-2-methyl-6-oxo-1,6-dihydropyridine-3-carboxylate ClC1=CC=C(C=C1)C=1N=C(SC1)C1=CC(=C(N(C1=O)C1=C(C=CC=C1CC)CC)C)C(=O)OC